6H-Dibenzo(b,d)pyran-1-ol C1(=CC=CC=2OCC3=C(C21)C=CC=C3)O